Methyl 4-((4-(tert-butoxycarbonyl)phenyl)amino)-6-(2-chloro-6-fluorophenyl)pyridazine-3-carboxylate C(C)(C)(C)OC(=O)C1=CC=C(C=C1)NC1=C(N=NC(=C1)C1=C(C=CC=C1F)Cl)C(=O)OC